F[C@@H]1CC=2C=C3CCCC3=C(C2C1)N (2R)-2-fluoro-1,2,3,5,6,7-hexahydro-s-indacen-4-amine